(±)-(1R,2R,4S)-2-(Trifluoromethyl)-7-azabicyclo[2.2.1]heptan-2-ol Hydrochloride Cl.FC([C@@]1([C@H]2CC[C@@H](C1)N2)O)(F)F |r|